C(C)C1=CC=C(C2=C1NC(C[C@H](N2)C)=O)C=2C=CC=C1C=CN=CC21 8-((R)-9-ethyl-4-methyl-2-oxo-2,3,4,5-tetrahydro-1H-benzo[b][1,4]diazepin-6-yl)isoquinolin